S1C(=NC2=C1C=CC=C2)C(NC(=O)NC(S)C=2SC1=C(N2)C=CC=C1)S 1,3-bis(2-benzothiazolyl-mercaptomethyl)urea